(+/-)-trans-methyl 3-((2-(2-chloro-5H-pyrrolo[2,3-b]pyrazin-7-yl)-6-morpholinopyrimidin-4-yl)amino)bicyclo[2.2.2]octane-2-carboxylate ClC=1N=C2C(=NC1)NC=C2C2=NC(=CC(=N2)NC2C(C1CCC2CC1)C(=O)OC)N1CCOCC1